[1,2,4]Triazolo[1,5-c]Pyrimidine-5,7-diamine N=1C=NN2C(=NC(=CC21)N)N